tert-Butyl (S)-5-(benzo[d][1,3]dioxol-5-ylamino)-4-(((benzyloxy)carbonyl)amino)-5-oxopentanoate O1COC2=C1C=CC(=C2)NC([C@H](CCC(=O)OC(C)(C)C)NC(=O)OCC2=CC=CC=C2)=O